Br[C@H]1C(=O)NC(CC1)=O |r| racemic-bromoglutarimide